(4-methoxyphenoxy)-1H-1,2,3-triazole-4-carboxylic acid COC1=CC=C(ON2N=NC(=C2)C(=O)O)C=C1